BrC1=CC(=C(C=C1F)NS(=O)(=O)C=1C=NN2C1C=CC(=C2)S(=O)(=O)C)F N-(4-bromo-2,5-difluorophenyl)-6-(methylsulfonyl)pyrazolo[1,5-a]pyridine-3-sulfonamide